tert-Butyl 4-[4,5-dichloro-2-(prop-2-en-1-yloxy)benzoyl]-3-methylpiperidine-1-carboxylate ClC1=CC(=C(C(=O)C2C(CN(CC2)C(=O)OC(C)(C)C)C)C=C1Cl)OCC=C